(S)-3-amino-4-(5-(4-(p-tolyloxy)phenyl)-2H-tetrazol-2-yl)butyric acid N[C@@H](CC(=O)O)CN1N=C(N=N1)C1=CC=C(C=C1)OC1=CC=C(C=C1)C